(1r,4r)-4-(3-chloro-4-cyanophenoxy)cyclohexane-1-carboxylic acid ClC=1C=C(OC2CCC(CC2)C(=O)O)C=CC1C#N